C(C)S(=O)(=O)C1=C(N=CN1C)C1=NC2=C(N=NC(=C2)C(C(F)(F)F)(F)F)N1C 6-[5-(ethylsulfonyl)-1-methyl-1H-imidazol-4-yl]-7-methyl-3-(pentafluoroethyl)-7H-imidazo[4,5-c]pyridazine